BrC=1C=C(CN2N=C(C=C2C2=CC=CC=C2)C(=O)O)C=CC1 1-(3-bromobenzyl)-5-phenyl-1H-pyrazole-3-carboxylic acid